1-((1-(4-chlorobenzyl)-1H-pyrazol-4-yl)methyl)azetidin-3-yl-5-cyclopropylpyridazine-3-carboxamide ClC1=CC=C(CN2N=CC(=C2)CN2CC(C2)C2=C(N=NC=C2C2CC2)C(=O)N)C=C1